C(C1=CC=CC=C1)OC(=O)N1CCC(CC1)N1CC(CCC1)COCC1C(C1)(F)F 3-({[2,2-difluorocyclopropyl]methoxy}methyl)[1,4'-bipiperidine]-1'-carboxylic acid benzyl ester